6-chloro-3-iodo-2-(N-morpholinyl)-pyridin-4-amine ClC1=CC(=C(C(=N1)N1CCOCC1)I)N